2-(4-chloro-3-fluorophenoxy)-N-{(2S)-4-[2-(4-chlorophenoxy)acetylamino]-2-hydroxybicyclo[2.2.2]octan-1-yl}acetamide ClC1=C(C=C(OCC(=O)NC23[C@H](CC(CC2)(CC3)NC(COC3=CC=C(C=C3)Cl)=O)O)C=C1)F